tert-butyl [(3S,SR)-1-benzyl-5-methylpiperidin-3-yl]carbamate C(C1=CC=CC=C1)N1C[C@H](C[C@@H](C1)C)NC(OC(C)(C)C)=O |&1:11|